FC(C(=O)O)(F)F.CC=1N=C(NC1C)C1=NC=CC(=C1)C=1C=NC=C(C1)C(=O)N1CC(CC1)C1=NC=CN=C1 2'-(4,5-Dimethyl-1H-imidazol-2-yl)-5-[(3-pyrazin-2-ylpyrrolidin-1-yl)carbonyl]-3,4'-bipyridine trifluoroacetate salt